FC(C1=CC=C(C=C1)S(=O)(=O)N1CC2(CCN(CC2)C(=O)OCC2=NC=CC=C2)C2=CC=CC=C12)F pyridin-2-ylmethyl 1-((4-(difluoromethyl)phenyl)sulfonyl)spiro[indoline-3,4'-piperidine]-1'-carboxylate